3-(ethoxymethoxy)-4-(4,5-dioxaborolan-2-yl)benzaldehyde C(C)OCOC=1C=C(C=O)C=CC1C1BOOC1